BrC1=C2CN(C(C2=CC=C1)=O)[C@H](C(=O)N1[C@@H](C[C@H](C1)O)C(=O)N[C@@H](C)C1=CC=C(C=C1)C1=C(C=CC=C1)F)C(C)(C)C (2S,4R)-1-((S)-2-(4-bromo-1-oxoisoindolin-2-yl)-3,3-dimethylbutyryl)-N-((S)-1-(2'-fluoro-[1,1'-biphenyl]-4-yl)ethyl)-4-hydroxypyrrolidine-2-Carboxamide